FC1=CC(=C(C=C1)N1N=CC=C(C1=O)C(=O)NC=1C=NC(=CC1)C(C)(C)O)OCC(F)(F)F 2-[4-fluoro-2-(2,2,2-trifluoroethoxy)phenyl]-N-[6-(2-hydroxypropan-2-yl)pyridin-3-yl]-3-oxo-2,3-dihydropyridazine-4-carboxamide